1,1,1-triphenylethane C1(=CC=CC=C1)C(C)(C1=CC=CC=C1)C1=CC=CC=C1